1-Linoleoyl-2-linoleyloxy-3-dimethylamino-propane C(CCCCCCC\C=C/C\C=C/CCCCC)(=O)CC(CN(C)C)OCCCCCCCC\C=C/C\C=C/CCCCC